FC1=CN=C2N1C=C(C=C2C(=O)[O-])CO.[Li+].C2(=CC=C(C=C2)S(=O)(=O)OC2CCC(CC2)C(=O)OCC)C ethyl 4-(p-tolylsulfonyloxy)cyclohexanecarboxylate lithium 3-fluoro-6-(hydroxymethyl)imidazo[1,2-a]pyridine-8-carboxylate